CC1(OB(OC1(C)C)C=1C=C2CCN(C(C2=CC1)=O)CC(F)(F)F)C 6-(4,4,5,5-Tetramethyl-1,3,2-dioxaborolan-2-yl)-2-(2,2,2-trifluoroethyl)-3,4-dihydroisoquinolin-1(2H)-one